2-hydroxy-N,N,N-trimethylethanaminium OCC[N+](C)(C)C